(4S)-4-hydroxy-1-[6-[2-hydroxy-6-methyl-4-(trifluoromethyl)phenyl]pyridazin-3-yl]pyrrolidin-2-one O[C@H]1CC(N(C1)C=1N=NC(=CC1)C1=C(C=C(C=C1C)C(F)(F)F)O)=O